BrC1=CC2=C(C(C(C3=NC(=CC=C3O2)OC)(F)F)O)C=C1 7-bromo-11,11-difluoro-2-methoxy-10,11-dihydrobenzo[6,7]oxepino[3,2-b]pyridin-10-ol